C(C1=CC=CC=C1)ON1[C@@H]2C=C([C@H](N(C1=O)C2)CCl)C (2S,5R)-6-(benzyloxy)-2-(chloromethyl)-3-methyl-1,6-diazabicyclo[3.2.1]Oct-3-en-7-one